OC(CN1CCN(CC1)CC(CCCC)O)CCCC 1,4-bis(2-hydroxyhexyl)piperazine